4,4-dimethyl-3-oxocyclopentane-1,1-dicarboxylic acid diethyl ester C(C)OC(=O)C1(CC(C(C1)(C)C)=O)C(=O)OCC